C(C)(C)(C)OC(=O)N[C@H]1CCC(C[C@@H]2N(C1=O)[C@@H](CC2)C(=O)OC)=C Methyl (3S,6S,10aR)-6-{[(tert-butoxy)carbonyl]amino}-9-methylidene-5-oxo-decahydropyrrolo[1,2-a]azocine-3-carboxylate